6-[5-(difluoromethyl)-1,3,4-oxadiazol-2-yl]-2-{[(imidazo[1,2-a]pyridin-6-yl)methyl](methyl)amino}-2,3-dihydro-1H-isoindol-1-one FC(C1=NN=C(O1)C1=CC=C2CN(C(C2=C1)=O)N(C)CC=1C=CC=2N(C1)C=CN2)F